FC1(C(N(C2=C(O1)C=C(C(=C2)C2=C(C(=CC(=C2F)F)F)F)F)[C@H](C(=O)O)C)=O)F (S)-2-(2,2,7-trifluoro-3-oxo-6-(2,3,5,6-tetrafluorophenyl)-2,3-dihydro-4H-benzo[b][1,4]oxazin-4-yl)propanoic acid